O1CCN(CC1)C1CCN(CC1)C(=O)N 4-morpholino-piperidine-1-carboxamide